ClC=1C=NC2=CC(=NC=C2C1)C=C 3-Chloro-7-vinyl-1,6-naphthyridine